D-Talopyranose OC1[C@@H](O)[C@@H](O)[C@@H](O)[C@H](O1)CO